8-methoxy-11-(4-methoxyphenyl)-10,10-dimethyl-2-(trifluoromethyl)-10H-indeno[1,2-b]quinoline COC1=CC=2C(C=3C(=NC2C=C1)C1=CC=C(C=C1C3C3=CC=C(C=C3)OC)C(F)(F)F)(C)C